(R)-2-amino-N-ethyl-N-(2,2,2-trifluoro-1-(4-fluorophenyl)ethyl)benzo[d]thiazole-6-sulfonamide NC=1SC2=C(N1)C=CC(=C2)S(=O)(=O)N([C@@H](C(F)(F)F)C2=CC=C(C=C2)F)CC